Tertbutyl (4S)-4-(2,2-difluoroethenyl)-2,2-dimethyl-1,3-oxazolidine-3-carboxylate FC(=C[C@@H]1N(C(OC1)(C)C)C(=O)OC(C)(C)C)F